NC1=CC=C(N=N1)CCCCC1=NN=C([Se]1)NC(CC1=CN(C2=CC=CC=C12)C)=O N-(5-(4-(6-aminopyridazin-3-yl)butyl)-1,3,4-selenadiazol-2-yl)-2-(1-methyl-1H-indol-3-yl)acetamide